ClC1=CC=C(CNC(NC2CC3(CC(C3)NC(C3=CC(=CC=C3)O)=O)C2)=O)C=C1 N-(6-(3-(4-chlorobenzyl)ureido)spiro[3.3]heptan-2-yl)-3-hydroxybenzamide